O\N=C\C1=CC=CC(=N1)C#CCCNC1=CC=CC2=CC=CC=C12 N-(4-{6-[(1E)-(hydroxyimino)methyl]pyridin-2-yl}but-3-yn-1-yl)naphthalen-1-amine